3-[2-(3-methoxy-phenoxy)pyrimidin-5-yl]-1H-imidazo[4,5-b]pyridin-2-one COC=1C=C(OC2=NC=C(C=N2)N2C(NC=3C2=NC=CC3)=O)C=CC1